5-[2-[(3-chloro-2-hydroxypropyl)sulfenyl]-4-thiazolyl]-2-thiophenecarboxamide ClCC(CSC=1SC=C(N1)C1=CC=C(S1)C(=O)N)O